methyl 5-[[4-[bis[(4-methoxyphenyl) methyl] sulfamoyl]-3-fluoro-phenyl] methyl]-4-bromo-1H-pyrrole-2-carboxylate COC1=CC=C(C=C1)CN(S(=O)(=O)C1=C(C=C(C=C1)CC1=C(C=C(N1)C(=O)OC)Br)F)CC1=CC=C(C=C1)OC